N1N=NC2=C1C=C(C=C2)C=2N=CC1=C(N2)C=NC(=C1)N(C1CCNCC1)C 2-(1H-benzo[d][1,2,3]triazol-6-yl)-N-methyl-N-(piperidin-4-yl)pyrido[3,4-d]pyrimidin-6-amine